O1CCN(CC1)C=1N=C(C2=C(N1)N(CC2)C=2C=NC=CC2)OCOC(=O)N2CCCC2 (2-morpholino-7-(pyridin-3-yl)-6,7-dihydro-5H-pyrrolo[2,3-d]pyrimidin-4-yloxy)methylpyrrolidine-1-carboxylate